ClC=1C=C(C=NC1)CNC1=NC(=NC2=CC=C(C=C12)C=1C(=NOC1C)C)C(=O)NC1CCOCC1 (((5-Chloropyridin-3-yl)methyl)amino)-6-(3,5-dimethylisoxazol-4-yl)-N-(tetrahydro-2H-pyran-4-yl)quinazoline-2-carboxamide